N-(8'-(azetidin-1-yl)-4'H-spiro[cyclopropane-1,5'-naphtho[2,1-d]isoxazol]-3'-yl)-3-methoxypyridine-2-sulfonamide N1(CCC1)C1=CC=C2C3(CC=4C(=NOC4C2=C1)NS(=O)(=O)C1=NC=CC=C1OC)CC3